[Si](C)(C)(C)C1=C(N=NN1)C#C 5-TMS-ethynyl-1,2,3-triazole